5-(Benzo[d][1,3]dioxan-5-yl)-N-(5,6-difluoro-1H-indol-3-yl)isoindoline-2-carboxamide O1COCC2=C1C=CC=C2C=2C=C1CN(CC1=CC2)C(=O)NC2=CNC1=CC(=C(C=C21)F)F